Di(aziridin-1-yl)phosphinic acid 4-((4-fluoro-1-methyl-1H-indol-6-yl) oxy)-5-nitro-2,3-dihydro-1H-inden-1-yl ester FC1=C2C=CN(C2=CC(=C1)OC1=C2CCC(C2=CC=C1[N+](=O)[O-])OP(=O)(N1CC1)N1CC1)C